(1R,2S)-2-phenyl-cyclopropylamine C1(=CC=CC=C1)[C@H]1[C@@H](C1)N